ClC=1C(=C(C(=CC1N1CC(CC1)CC1CCN(CC1)C)F)S(=O)(=O)N(C1=NC(=CC=C1)F)CC1=C(C=C(C=C1)OC)OC)F 3-chloro-N-(2,4-dimethoxybenzyl)-2,6-difluoro-N-(6-fluoropyridin-2-yl)-4-(3-((1-methylpiperidin-4-yl)methyl)pyrrolidin-1-yl)benzenesulfonamide